4-(N-(5-(4-(4-(tert-butoxycarbonyl)piperazin-1-yl)quinazolin-6-yl)-2-methoxypyridine-3-yl)sulfamoyl)-3-fluorobenzoic acid C(C)(C)(C)OC(=O)N1CCN(CC1)C1=NC=NC2=CC=C(C=C12)C=1C=C(C(=NC1)OC)NS(=O)(=O)C1=C(C=C(C(=O)O)C=C1)F